N'-(tert-butyldimethylsilyl)-N,N-dimethyl-4-((6'-methylspiro[cyclohexane-1,3'-imidazo[1,2-b]pyrazol]-1'(2'H)-yl)sulfonyl)benzenesulfonimidamide [Si](C)(C)(C(C)(C)C)N=S(=O)(N(C)C)C1=CC=C(C=C1)S(=O)(=O)N1CC2(N3N=C(C=C31)C)CCCCC2